OC1=CC=C2C(CC(OC2=C1)(C)C)=O 7-hydroxy-2,2-dimethyl-chroman-4-one